C(CC)(=O)OC1COC(=C(C1=O)OC(CC)=O)C 2,3-dihydro-3,5-dipropanoyloxy-6-methyl-4H-pyran-4-one